2-cyclopropyl-5-fluoro-4-methoxybenzoic acid C1(CC1)C1=C(C(=O)O)C=C(C(=C1)OC)F